C=1C=CC2=CCC34C=CC(=C5C=CC1C2=C35)C=C4 benzo[ghi]pyrene